NC1=C(C=CC(=C1)C(F)(F)F)NC(=S)NC1=CC(=C(C=C1)C)Br 1-(2-amino-4-(trifluoromethyl)phenyl)-3-(3-bromo-4-methylphenyl)thiourea